N1=CNC=2C=NC(=CC21)C#N 3H-imidazo[4,5-c]Pyridine-6-carbonitrile